[Cr].CN(C1=CC=CC=C1)C (dimethylaniline) chromium